trans-2-Phenylcyclopropane-1-carboxamide C1(=CC=CC=C1)[C@H]1[C@@H](C1)C(=O)N